8,8-dimethyl-2-{1-[(morpholin-4-yl)methyl]cyclopropane-1-carbonyl}-7-oxo-2-azaspiro[3.5]non-5-ene-6-carbonitrile CC1(C(C(=CC2(CN(C2)C(=O)C2(CC2)CN2CCOCC2)C1)C#N)=O)C